2-(3-cyanopropanoyl)-6-methoxybenzo[b]thiophen C(#N)CCC(=O)C1=CC2=C(S1)C=C(C=C2)OC